C1CCC(C1)(C(=O)O)N The molecule is a non-proteinogenic alpha-amino acid that is cyclopentane substituted at position 1 by amino and carboxy groups. It has a role as an EC 2.5.1.6 (methionine adenosyltransferase) inhibitor.